4-(tert-butyl)-N-(6'-ethoxy-3-(2-trityl-2H-tetrazol-5-yl)-[2,3'-bipyridyl]-5-yl)piperidine-1-carboxamide C(C)(C)(C)C1CCN(CC1)C(=O)NC=1C=C(C(=NC1)C=1C=NC(=CC1)OCC)C=1N=NN(N1)C(C1=CC=CC=C1)(C1=CC=CC=C1)C1=CC=CC=C1